CNCCNC N',N-dimethylethane-1,2-diamine